FC(CC=1C=C(C(=NC1)C1=CC(=C2C=NC(=NN21)N[C@H]2[C@@H](COCC2)O)F)F)F (3S,4R)-4-((7-(5-(2,2-difluoroethyl)-3-fluoropyridin-2-yl)-5-fluoropyrrolo[2,1-f][1,2,4]triazin-2-yl)amino)tetrahydro-2H-pyran-3-ol